C(CCCCCCCCCCCCCCCCC)(=O)OC[C@@H](OC(CCCCCCCCCCCCCCCCC)=O)CO 1,2-dioctadecanoyl-sn-glycerol